FC(C1=CC2=C(SC(=C2)C(N[C@H]2CCCC[C@@H]3N(C2=O)[C@@H](CC3)C(NCC3=CC(NC=C3)=O)=O)=O)C=C1)(F)P(O)(O)=O (difluoro(2-(((3S,6S,10aS)-5-oxo-3-(((2-oxo-1,2-dihydropyridin-4-yl)methyl)carbamoyl)deca-hydropyrrolo[1,2-a]azocin-6-yl)carbamoyl)benzo[b]thiophen-5-yl)methyl)phosphonic acid